5-bromo-4-fluoro-2,2-dimethylbenzo[d][1,3]dioxole BrC1=C(C2=C(OC(O2)(C)C)C=C1)F